2-butyloctanoat C(CCC)C(C(=O)[O-])CCCCCC